COC(C(C(CC)Br)Br)=O methyl-2,3-dibromopentanate